di(isobutyl)(7-octen-1-yl)aluminum C(C(C)C)[Al](CCCCCCC=C)CC(C)C